[Al].[Nd].[Zr].[Ce] cerium zirconium neodymium aluminum